OCC=1C=CC=2N(C1)C=C(N2)CNC(C2=CN=CC(=C2)N2CCCC2)=O N-((6-(hydroxymethyl)imidazo[1,2-a]pyridin-2-yl)methyl)-5-(pyrrolidin-1-yl)nicotinamide